3-CYCLOPROPOXY-5-FORMYLPICOLINIC ACID C1(CC1)OC=1C(=NC=C(C1)C=O)C(=O)O